[Na].CC1=C(C(=O)P(C2=CC=CC=C2)=O)C(=CC(=C1)C)C 2,4,6-trimethylbenzoyl-phenylphosphine oxide sodium salt